12-((3-carboxypropenoyl)oxy)octadec-9-enoic acid C(=O)(O)C=CC(=O)OC(CC=CCCCCCCCC(=O)O)CCCCCC